FC=1C=C(C=CC1F)S(=O)(=O)N1[C@@H](CN(CC1)C=1C=C2C=NN(C2=CC1)C1=CC=C(C=C1)F)C (R)-5-(4-((3,4-difluorophenyl)sulfonyl)-3-methylpiperazin-1-yl)-1-(4-fluorophenyl)-1H-indazole